O=C(CCCCC(=O)O)OC1=C2C(=CNC2=CC=C1)CCN1CCCC1 6-oxo-6-((3-(2-(pyrrolidin-1-yl)ethyl)-1H-indol-4-yl)oxy)hexanoic acid